COC=1N=C2C(=CC=NC2=CC1OC)OC1=C(C=C(C(=N1)F)N)F 6-((6,7-Dimethoxy-1,5-naphthyridin-4-yl)oxy)-2,5-difluoropyridin-3-amine